BrC1=CC=C(C=C1)N(CC(=O)O)CC N-4-bromophenyl-ethylglycine